cis-N-t-butoxycarbonyl-1,2-cyclohexanediamine C(C)(C)(C)OC(=O)N[C@H]1[C@H](CCCC1)N